NC=1C=C(CS(=O)(=O)N2C(C[C@@H](CC2)NC=2C(=C(C=CC2)C2=C(C(=C(S2)C(=O)OC(C)(C)C)OCC(=O)OC(C)(C)C)Cl)F)(C)C)C=CC1F (R)-tert-butyl 5-(3-((1-((3-amino-4-fluorobenzyl)sulfonyl)-2,2-dimethylpiperidin-4-yl)amino)-2-fluorophenyl)-3-(2-(tert-butoxy)-2-oxoethoxy)-4-chlorothiophene-2-carboxylate